The molecule is an N-substituted pyrraline that is pyrraline in which the hydrogen attached to the pyrrole nitrogen has been replaced by a butyl group. CCCCN1C(=CC=C1C=O)CO